C1(CC1)C1=CC=C(C=C1)C1=CC=C(C=C1)C(CC(=O)O)C#CC 3-(4'-cyclopropyl-[1,1'-biphenyl]-4-yl)hex-4-ynoic acid